C1OC=CC=2C1=CN1C=C3C(N=C4C=CC=CC4=C3)=C1C2 1H-pyrano[3',4':6,7]indolizino[1,2-b]quinoline